C(C)(C)(C)N1CCC1 tert-butyl-azetidine